OC1=C(C(=CC(=C1)C(F)(F)F)C)C=1C=CC=2C(N1)=NN(C2)C[C@@]21C3C(C(CC32)C1)O (R)-1-[[6-[2-hydroxy-6-methyl-4-(trifluoromethyl)phenyl]pyrazolo[3,4-b]pyridin-2-yl]methyl]tricyclo[2.2.1.02,6]heptan-3-ol